C(C(O)C)(=O)O.C(CCCCCCCCCCCCCCCCC)(=O)OCC(O)CO glyceryl stearate lactate